N-(2-cyclopentyl-5-fluorobenzyl)-N-cyclopropyl-3-(difluoromethyl)-5-fluoro-1-methyl-1H-pyrazole-4-amide C1(CCCC1)C1=C(CN(C(=O)C=2C(=NN(C2F)C)C(F)F)C2CC2)C=C(C=C1)F